ClC1=NC=C(C=C1)COC1=CC=C(C=C1)B1OC(C(O1)(C)C)(C)C 2-chloro-5-((4-(4,4,5,5-tetramethyl-1,3,2-dioxaborolan-2-yl)phenoxy)methyl)pyridine